C1(=CC=CC=C1)[C@@H]([C@H](C1=CC=CC=C1)NC(C1=C(C=CC=C1)P(C1=CC=CC=C1)C1=CC=CC=C1)=O)NC(C1=C(C=CC=C1)P(C1=CC=CC=C1)C1=CC=CC=C1)=O N,N'-[(1S,2S)-1,2-Diphenyl-1,2-ethanediyl]bis[2-diphenylphosphinobenzamide]